(6-(cyclopropylmethoxy)-2,3-difluorobenzyl)-4-fluoro-6-methoxybenzene-1,3-diamine C1(CC1)COC1=CC=C(C(=C1CC1=C(C(=CC(=C1N)F)OC)N)F)F